CCCCCCCCCCCCCCCC(=O)C([C@H](CO)OC(=O)CCCCCCC/C=C\CCCCCCCC)O palmitoyl-2-oleoyl-sn-glycerol